FC=1C(=NC=C(C1)C(F)(F)F)C(=O)N(C)OC 3-fluoro-N-methoxy-N-methyl-5-(trifluoromethyl)pyridineamide